Cl.NCCCC=C(C(=O)N)C aminopropyl-methylacrylamide hydrogen chloride salt